N,N-bis[(2,4-dimethoxyphenyl)methyl]-4,6-dimethoxy-5-(1,1,2,2-tetradeuterio-2-fluoro-ethoxy)pyrimidin-2-amine COC1=C(C=CC(=C1)OC)CN(C1=NC(=C(C(=N1)OC)OC(C(F)([2H])[2H])([2H])[2H])OC)CC1=C(C=C(C=C1)OC)OC